NC1=NC2=C(C=3N1N=C(N3)C=3OC=CC3)C=NN2[C@](C(=O)O)(C)C2=CC=CC=C2 (R)-2-(5-amino-2-(furan-2-yl)-7H-pyrazolo[4,3-e][1,2,4]triazolo[1,5-c]pyrimidin-7-yl)-2-phenylpropionic acid